3-(3,7,12,17-tetramethyl-18-{3-oxo-3-[(3-phenylpropyl)amino]propyl}-8,13-divinylporphyrin-2-yl)propanoic acid CC=1C(=C2NC1C=C1C(=C(C(=N1)C=C1C(=C(C(N1)=CC=1C(=C(C(N1)=C2)CCC(NCCCC2=CC=CC=C2)=O)C)C=C)C)C=C)C)CCC(=O)O